CN1CC(C1)(C)[C@@](C=1C=C(C=NC1)C1=NOC(=N1)[C@@H]1C[C@@H](N(CC1)C(C)=O)C)(C1=CC=C(C=C1)C(C)C)O 1-[cis-4-(3-{5-[(R)-(1,3-dimethyl-azetidin-3-yl)-hydroxy-(4-isopropyl-phenyl)-methyl]-pyridin-3-yl}-[1,2,4]Oxadiazol-5-yl)-2-methyl-piperidin-1-yl]-ethanone